C1(CC1)C1=CC=2C(N=C1)=NN(C2)C=2C=C(C=CC2F)N2CC(C2)(F)F N-(3-{5-cyclopropyl-2H-pyrazolo[3,4-b]pyridin-2-yl}-4-fluorophenyl)-3,3-difluoroazetidine